tert-butyl (3S)-3-(((3-(2,6-dioxopiperidin-3-yl)-1-methyl-1H-indazol-6-yl)amino)methyl)piperidine-1-carboxylate O=C1NC(CCC1C1=NN(C2=CC(=CC=C12)NC[C@H]1CN(CCC1)C(=O)OC(C)(C)C)C)=O